4-{[(2R)-2-amino-3-hydroxypropyl]sulfanyl}-N-(3-bromo-4-fluorophenyl)-N'-hydroxy-1,2,5-oxadiazole-3-carboximidamide N[C@@H](CSC=1C(=NON1)C(NC1=CC(=C(C=C1)F)Br)=NO)CO